4-[(propargylamino)(oxo)acetyl]-N-(3,4-difluorophenyl)-1,3,5-trimethyl-1H-pyrrole-2-Formamide C(C#C)NC(C(=O)C=1C(=C(N(C1C)C)C(=O)NC1=CC(=C(C=C1)F)F)C)=O